(S)-2-(3-(3-chloropyridin-2-yloxy)pyrrolidin-1-yl)-5-hydroxybenzaldehyde ClC=1C(=NC=CC1)O[C@@H]1CN(CC1)C1=C(C=O)C=C(C=C1)O